C[N-]CCCCCCCCCC N-methyl-decyl-amide